N-(3-(4-chloro-1H-pyrrolo[2,3-b]pyridin-2-yl)phenyl)-3-methoxypropanamide ClC1=C2C(=NC=C1)NC(=C2)C=2C=C(C=CC2)NC(CCOC)=O